FC(C=1C(=NC(=NC1)NC1=C(C=C(C=C1)S(=O)(=O)N)F)C=1C=NN(C1)CC(C)(C)O)F 4-((5-(difluoromethyl)-4-(1-(2-hydroxy-2-methylpropyl)-1H-pyrazol-4-yl)pyrimidin-2-yl)amino)-3-fluorobenzenesulfonamide